C(C(C)C)C=1C=CC(=C(C1)C1=CC=C(C=C1)CN1C(=NC=C1)C=1OC=CN1)S(=O)(=O)NC(OC)=O Methyl ((5-isobutyl-4'-((2-(oxazol-2-yl)-1H-imidazol-1-yl) methyl)-[1,1'-biphenyl]-2-yl)sulfonyl)carbamate